6-chloro-2-(difluoromethyl)-4-(trifluoromethyl)pyridine ClC1=CC(=CC(=N1)C(F)F)C(F)(F)F